N-(5-((1-ethyl-1H-benzo[d][1,2,3]triazol-6-yl)ethynyl)-8-(methylamino)-2,7-naphthyridin-3-yl)cyclopropanecarboxamide C(C)N1N=NC2=C1C=C(C=C2)C#CC2=C1C=C(N=CC1=C(N=C2)NC)NC(=O)C2CC2